C(C)(C)(C)OC(=O)N1C[C@@H](CC1)N1C(NC2=C1C=C(C=C2)C(=O)OC)=O methyl (R)-3-(1-(tert-butoxycarbonyl)pyrrolidin-3-yl)-2-oxo-2,3-dihydro-1H-benzo[d]imidazole-5-carboxylate